CC1=C(N=CN1C1=CC=CC=C1)C(=O)O 5-methyl-1-phenyl-1H-imidazole-4-carboxylic acid